Ethyl 3,5-dibromo-1-[3-hydroxy-2-[(2-methylpropan-2-yl)oxycarbonylamino] propyl]pyrazole-4-carboxylate BrC1=NN(C(=C1C(=O)OCC)Br)CC(CO)NC(=O)OC(C)(C)C